[Ag].[Sn] tin silver salt